CC1=NN(C(=C1)C)C(=N)N 3,5-dimethylpyrazole-1-formamidine